C1(CC1)NNC(C(=O)OCC)C(CC1=CC=C(C=C1)F)=O Ethyl 2-(2-cyclopropylhydrazino)-4-(4-fluorophenyl)-3-oxobutyrate